4-(6-amino-2-chloro-9H-purin-9-yl)-N-(5-methyl-1,3-thiazol-2-yl)cyclohexanecarboxamide NC1=C2N=CN(C2=NC(=N1)Cl)C1CCC(CC1)C(=O)NC=1SC(=CN1)C